1,3-Dimethyl-2-pyrrolidone CN1C(C(CC1)C)=O